COC1=CC=C(C=C1)P1(SP(S1)(=S)C1=CC=C(C=C1)OC)=S 2,4-bis(4-methoxyphenyl)-2,4-dithioxo-2λ5,4λ5-1,3,2,4-dithiadiphosphetane